2-methyl-1-(1-methyl-1H-pyrazol-4-yl)-6-[1-(2,2,3,3,3-pentafluoropropyl)-1H-pyrazol-4-yl]-7-(trifluoromethyl)-1H,5H-imidazo[1,2-a]pyrimidin-5-one CC=1N(C=2N(C(C(=C(N2)C(F)(F)F)C=2C=NN(C2)CC(C(F)(F)F)(F)F)=O)C1)C=1C=NN(C1)C